1-(6-fluoro-2,3-dimethylphenyl)ethanone FC1=CC=C(C(=C1C(C)=O)C)C